tert-butyl 4-(trifluoromethoxy)piperidine-1-carboxylate FC(OC1CCN(CC1)C(=O)OC(C)(C)C)(F)F